8-bromo-4-(2,2,2-trifluoroethyl)-3,4-dihydro-1H-benzo[e][1,4]diazepin-5(2H)-one BrC=1C=CC2=C(NCCN(C2=O)CC(F)(F)F)C1